N-[5-(4-bromophenyl)-2,4-dimethyl-pyrazol-3-yl]-4-(trifluoromethyl)benzamide BrC1=CC=C(C=C1)C=1C(=C(N(N1)C)NC(C1=CC=C(C=C1)C(F)(F)F)=O)C